C(C)NC(C(SC)OC=1C=C2C=C(C=NC2=C(C1)C)C#C)=O N-ethyl-2-[(3-ethynyl-8-methyl-6-quinolyl)oxy]-2-methylsulfanyl-acetamide